N-(5-(2-(3-chlorophenyl)propan-2-yl)-4-methylthiazol-2-yl)-2-hydroxyacetamide ClC=1C=C(C=CC1)C(C)(C)C1=C(N=C(S1)NC(CO)=O)C